C1(=CC=CC=C1)CC(=O)N([C@@H](C)C(=O)OC)C1=C(C=CC=C1C)C |r| methyl N-(phenylacetyl)-N-(2,6-xylyl)-DL-alaninate